CO[C@H]1C[C@@H]2[C@@](C(NC2=O)(C(=O)OC)C(=O)OC)(O1)C dimethyl (2R,3aR,6aS)-2-methoxy-6a-methyl-4-oxohexahydro-6H-furo[2,3-c]pyrrole-6,6-dicarboxylate